N7-(1-methylpiperidin-4-yl)-2-(1H-pyrazol-5-yl)thieno[3,2-b]pyridine-5,7-diamine CN1CCC(CC1)NC1=C2C(=NC(=C1)N)C=C(S2)C2=CC=NN2